C(#N)CCC=1C=C2C=C(NC2=CC1OCC1=NOC=C1)CNC(=O)C1(CC1)C N-((5-(2-cyanoethyl)-6-(isoxazol-3-ylmethoxy)-1H-indol-2-yl)methyl)-1-methylcyclopropane-1-carboxamide